C(CCCCCCCC)C(CCCCCCCCCCC)O n-nonyl-dodecanol